N-(2-((1R,6R)-3-Azabicyclo[4.1.0]heptan-3-yl)-6-methylpyrimidin-4-yl)-4-((2-hydroxyethyl)sulfonamido)-2-(6-azaspiro[2.5]octan-6-yl)benzamide [C@@H]12CN(CC[C@H]2C1)C1=NC(=CC(=N1)NC(C1=C(C=C(C=C1)NS(=O)(=O)CCO)N1CCC2(CC2)CC1)=O)C